FC(C(=O)O)(C(C(C(C(=O)O)(F)F)(F)F)(F)F)F perfluoroadipic acid